ClC1=C(C=CC=C1NC(=O)C=1N(C2=C(CN(CC2)C)N1)C)C1=C(C(=CC=C1)NC=1N=CC=C2C=C(C=NC12)CN1CCCC1)C (R)-1-((8-(2'-Chloro-3'-(1,5-dimethyl-4,5,6,7-tetrahydro-1H-imidazo[4,5-c]pyridin-2-carboxamido)-2-methylbiphenyl-3-ylamino)-1,7-naphthyridin-3-yl)methyl)pyrrolidin